N[C@H]1C(CCCC1)N R-1,2-diaminocyclohexane